ClC1=CC(=C(C=C1)C1=CC(=NC2=C1N=C(N(C2=O)C)C)N2CC(OCC2)C=2C=NN(C2)C)F 8-(4-chloro-2-fluoro-phenyl)-2,3-dimethyl-6-[2-(1-methylpyrazol-4-yl)morpholino]pyrido[3,2-d]pyrimidin-4-one